C(C)(=O)ON=C(CC)C(=O)C=1C=CC=2N(C3=CC=C(C=C3C2C1)C(C1=CC=C(C=C1)OC(=O)OC)=O)CC(CCCC)CC [1-[9-(2-ethylhexyl)-6-(4-methoxycarbonyloxybenzoyl)carbazole-3-carbonyl]propylideneamino] acetate